tert-Butyl 4-(4-amino-8-fluoro-6,7-dimethoxyquinazolin-2-yl)piperidine-1-carboxylate NC1=NC(=NC2=C(C(=C(C=C12)OC)OC)F)C1CCN(CC1)C(=O)OC(C)(C)C